5-[4-[[[3-[4-[(2,6-dioxo-3-piperidinyl)carbamoyl]phenoxy]cyclobutyl]-isopropyl-amino]methyl]-1-piperidinyl]pyrazine-2-carboxamide O=C1NC(CCC1NC(=O)C1=CC=C(OC2CC(C2)N(C(C)C)CC2CCN(CC2)C=2N=CC(=NC2)C(=O)N)C=C1)=O